trans-4-(2-((R)-4-(2,3-dichloropyridin-4-yl)-3-methylpiperazin-1-yl)ethyl)cyclohexan-1-amine ClC1=NC=CC(=C1Cl)N1[C@@H](CN(CC1)CC[C@@H]1CC[C@H](CC1)N)C